Tert-butyl-(tert-butoxycarbonyl)oxy-carbamic acid tert-butyl ester C(C)(C)(C)OC(N(OC(=O)OC(C)(C)C)C(C)(C)C)=O